bis-(hydroxymethyl)-ethyl-phosphine OCP(CC)CO